N-(2-methoxy-4-(4,4,5,5-tetramethyl-1,3,2-dioxaborolan-2-yl)phenyl)ethanesulfonamide COC1=C(C=CC(=C1)B1OC(C(O1)(C)C)(C)C)NS(=O)(=O)CC